tert-butyl 7-(piperidin-4-yl hydroxy)-2-azaspiro[3.5]nonane-2-carboxylate N1CCC(CC1)OC1CCC2(CN(C2)C(=O)OC(C)(C)C)CC1